C(=C)[Si](O[Si](O[Si](C)(C)C=C)(C)C)(C)C 1,5-divinyl-1,1,3,3,5,5-hexamethyl-trisiloxane